(R)-N-(3-chloro-2-fluorobenzyl)-2-((4-hydroxybut-2-yl)amino)acetamide ClC=1C(=C(CNC(CN[C@H](C)CCO)=O)C=CC1)F